Isopropyllactate C(C)(C)OC(C(O)C)=O